(Z)-undec-2-en-1-yl-6-(2-(dimethylamino)-3-((5-methoxy-5-oxopentyl)oxy)propoxy)hexanoate C(\C=C/CCCCCCCC)OC(CCCCCOCC(COCCCCC(=O)OC)N(C)C)=O